C(C)(C)(C)OC(=O)N1C(=CC=C1)C=O (R)-2-formylpyrrole-1-carboxylic acid tert-butyl ester